3-(8,8-difluoro-7-hydroxy-5-iodobicyclo[4.2.0]oct-1,3,5-triene-2-enyloxy)-5-fluorobenzamide FC1(C(C2=C(C(=C=C=C12)OC=1C=C(C(=O)N)C=C(C1)F)I)O)F